N1N=CC(=C1)C(C(=O)OCC)C ethyl 2-(1H-pyrazol-4-yl)propanoate